NC1=NC=CC=C1C1=NC=2C(=NC(=CC2)C2=CC=CC=C2)N1C1=CC=C(C=C1)C1CN(CC1)C[C@@H]1CC[C@H](CC1)C(=O)O trans-4-((3-(4-(2-(2-aminopyridin-3-yl)-5-phenyl-3H-imidazo[4,5-b]pyridin-3-yl)phenyl)pyrrolidin-1-yl)methyl)cyclohexane-1-carboxylic acid